O=C1C=CN=C2N1C=CC=C2N2N=CC(=C2C(F)(F)F)C(=O)NC2=CC(=NC=C2)C(F)(F)F (4-oxo-4H-pyrido[1,2-a]pyrimidin-9-yl)-5-trifluoromethyl-N-(2-trifluoromethylpyridin-4-yl)-1H-pyrazole-4-carboxamide